1,4-Bis(4-aminophenyl)benzene Phenyl-N'-cyano-N-(1-methyl-1H-indazol-6-yl)carbamimidate C1(=CC=CC=C1)OC(NC1=CC=C2C=NN(C2=C1)C)=NC#N.NC1=CC=C(C=C1)C1=CC=C(C=C1)C1=CC=C(C=C1)N